8-(4-(bis(4-fluorophenyl)methyl)-3-(2-fluoroprop-2-yl)piperazin-1-yl)-5-methyl-6-oxo-5,6-dihydro-1,5-naphthyridine-2-carbonitrile FC1=CC=C(C=C1)C(N1C(CN(CC1)C1=CC(N(C=2C=CC(=NC12)C#N)C)=O)C(C)(C)F)C1=CC=C(C=C1)F